nitrodopamine hydrogen sulfate S(=O)(=O)(O)O.[N+](=O)([O-])NCCC1=CC(O)=C(O)C=C1